FC1(CN(CCC1NC1=CC=CC2=C1SC(=C2C=2N=CSC2)C#CC)C)F 3-(7-((3,3-difluoro-1-methylpiperidin-4-yl)amino)-3-(thiazol-4-yl)benzo[b]thiophen-2-yl)prop-2-yn